4-benzyl-5-methyl-1,4-oxazepan C(C1=CC=CC=C1)N1CCOCCC1C